C(C(C)C)C1OC2=C(C(N1CC1=CC=C(C=C1)OC)=O)C=CC=C2 2-isobutyl-3-(4-methoxybenzyl)-2,3-dihydro-4H-benzo[e][1,3]oxazin-4-one